NC=1C2=C(N=CN1)N(C(=C2C2=CC=C(C=C2)OC2=NC=CC(=N2)C)[C@@H]2CN(CC2)C(CCl)=O)C (S)-1-(3-(4-amino-7-methyl-5-(4-((4-methylpyrimidin-2-yl)oxy)phenyl)-7H-pyrrolo[2,3-d]pyrimidin-6-yl)pyrrolidin-1-yl)-2-chloroethan-1-one